ethyl 5-amino-2-chloro-6-(5-methyl-1-(tetrahydro-2H-pyran-2-yl)-1H-indazol-4-yl)pyrimidine-4-carboxylate NC=1C(=NC(=NC1C1=C2C=NN(C2=CC=C1C)C1OCCCC1)Cl)C(=O)OCC